2-fluoro-3-(methyl-d3)-4-((1-meth-yl-1H-benzo[d][1,2,3]triazol-5-yl)-oxy)aniline FC1=C(N)C=CC(=C1C([2H])([2H])[2H])OC1=CC2=C(N(N=N2)C)C=C1